O=C(COC=1C=C(C#N)C=CC1C(F)(F)F)C 3-(2-oxopropoxy)-4-(trifluoromethyl)benzonitrile